(S)-alanine N[C@@H](C)C(=O)O